C(C1=CC=CC=C1)NC1=NOC(=N1)[C@H](C)NC(=O)C1=CC(=NN1C)C(F)(F)F (S)-N-(1-(3-(benzylamino)-1,2,4-oxadiazol-5-yl)ethyl)-1-methyl-3-(trifluoromethyl)-1H-pyrazole-5-carboxamide